2-Amino-1,3-benzothiazole-6-carbonitrile NC=1SC2=C(N1)C=CC(=C2)C#N